FC(C(=O)NC1(CNC(C2=CC=C(C=C12)C=1C=NN(C1C=1SC2=C(C1[N+]#[C-])C=CC=C2)C)=O)C)(F)F 2,2,2-trifluoro-N-[6-[5-(3-isocyanobenzothiophen-2-yl)-1-methyl-pyrazol-4-yl]-4-methyl-1-oxo-2,3-dihydroisoquinolin-4-yl]acetamide